ClC=1C(=NC(=NC1)NC1CCOCC1)C1=CC=C2CN(C(C2=C1)=O)CC(=O)N[C@H](C)[C@@H]1CN(CCC1)C(=O)OC(C)(C)C tert-Butyl (S)-3-{(R)-1-[2-(6-{5-chloro-2-[(oxan-4-yl)amino]pyrimidin-4-yl}-1-oxo-2,3-dihydro-1H-isoindol-2-yl)acetamido]ethyl}piperidine-1-carboxylate